(((2,3-bis((9z,12z)-octadec-9,12-dien-1-yloxy)propyl)dithio)methyl)guanidine C(CCCCCCC\C=C/C\C=C/CCCCC)OC(CSSCNC(=N)N)COCCCCCCCC\C=C/C\C=C/CCCCC